BrC=1C=CC2=C(C(=C(S2)C(=O)N[C@H]2[C@H]3CC[C@@H](C2)N3C#N)C)C1 5-bromo-N-((1R,2R,4S)-7-cyano-7-azabicyclo[2.2.1]heptan-2-yl)-3-methyl-1-benzothiophene-2-carboxamide